3-(cyclopentyloxy)-4-phenoxyaniline C1(CCCC1)OC=1C=C(N)C=CC1OC1=CC=CC=C1